[N+](=[N-])=C(C#N)CCC Diazo-ValeroNitril